O1C(CCCC1)N1N=CC=C1B(O)O 1-(TETRAHYDRO-2H-PYRAN-2-YL)-1H-PYRAZOL-5-YLBORONIC ACID